4-(2,6-Difluorophenyl)piperidine-1-sulfonyl chloride FC1=C(C(=CC=C1)F)C1CCN(CC1)S(=O)(=O)Cl